N(=[N+]=[N-])CCCNC(OCC(Cl)(Cl)Cl)=O 2,2,2-Trichloroethyl (3-Azidopropyl)carbamate